C(C=C)OCC(C(=O)OCCCCCCCCCCCCCCCCCCC)=C nonadecyl α-allyloxymethylacrylate